5-({4-[(methylcarbamoyl)amino]phenyl}sulfonamido)-1,3-thiazole-4-carboxylic acid CNC(=O)NC1=CC=C(C=C1)S(=O)(=O)NC1=C(N=CS1)C(=O)O